6-((5-Chloro-3-(2,2-difluoroethoxy)pyridin-2-yl)oxy)-4-fluoro-1-methyl-N-(4-methyl-1,1-dioxidotetrahydro-2H-thiopyran-4-yl)-1H-benzo[d]imidazole-2-carboxamide ClC=1C=C(C(=NC1)OC=1C=C(C2=C(N(C(=N2)C(=O)NC2(CCS(CC2)(=O)=O)C)C)C1)F)OCC(F)F